CC=1OC2=C(N1)C=CC(=C2)COC2=CC=CC(=N2)C2CCN(CC2)CC2=NC1=C(N2C[C@H]2OCC2)C=C(C=C1)C(=O)[O-] (S)-2-((4-(6-((2-methylbenzo[d]oxazol-6-yl)methoxy)pyridin-2-yl)piperidine-1-yl)methyl)-1-(oxetan-2-ylmethyl)-1H-benzo[d]imidazole-6-carboxylate